(S)-5,6-dihydro-4H-benzo[f]imidazo[1,2-a]azepin-4-amine C1=CN=C2N1C1=C(CC[C@@H]2N)C=CC=C1